(1r,4r)-4-(3-chloroanilino)-2'-[methyl(2-phenylethyl)carbamoyl]-2',3'-dihydrospiro[cyclohexane-1,1'-indene]-4-carboxylic acid ClC=1C=C(NC2(CCC3(C(CC4=CC=CC=C34)C(N(CCC3=CC=CC=C3)C)=O)CC2)C(=O)O)C=CC1